(5-{[2-(4-chlorophenyl)imidazo[1,2-a]pyrimidin-3-yl]methyl}-2,5-diazabicyclo[2.2.2]oct-2-yl)-(6-methoxypyridin-2-yl)methanone ClC1=CC=C(C=C1)C=1N=C2N(C=CC=N2)C1CN1C2CN(C(C1)CC2)C(=O)C2=NC(=CC=C2)OC